NCC=1C(=NC=C(C1)C=1C=CC=C2C=CC=NC12)N1CCC(CC1)CC(=O)NC=1C=C2CN(C(C2=CC1)=O)C1C(NC(CC1)=O)=O 2-(1-(3-(aminomethyl)-5-(quinolin-8-yl)pyridin-2-yl)piperidin-4-yl)-N-(2-(2,6-dioxopiperidin-3-yl)-1-oxoisoindolin-5-yl)acetamide